N,N-distearyloxy-N,N-dimethyl-ammonium bromide [Br-].C(CCCCCCCCCCCCCCCCC)O[N+](C)(C)OCCCCCCCCCCCCCCCCCC